C(C1=CC=CC=C1)N1C[C@@H]2C[C@]([C@@H]2C1)(O)C |r| rac-(1R,5S,6R)-3-benzyl-6-methyl-3-azabicyclo[3.2.0]heptan-6-ol